C(#N)C1=C(C=C(C=C1)C(=O)N1CCOCC1)S(=O)(=O)Cl cyano-5-(morpholine-4-carbonyl)benzene-1-sulfonyl chloride